6-[[5-(trifluoromethyl)pyrazin-2-yl]methyl]-2,6-diazaspiro[3.4]octane FC(C=1N=CC(=NC1)CN1CC2(CNC2)CC1)(F)F